FC=1C=C(C=CC1C(F)(F)F)N1CC(CC2=CC=CC=C12)NC(C=C)=O N-(1-(3-fluoro-4-(trifluoromethyl)phenyl)-1,2,3,4-tetrahydroquinolin-3-yl)acrylamide